FC(C(=O)O)(F)F.FC1(CNCC[C@H]1CN1CCN(CC1)C1=C2CCN(C2=CC=C1)C(=O)OCC1=CC=CC=C1)F benzyl 4-(4-{[(4S)-3,3-difluoropiperidin-4-yl]methyl}piperazin-1-yl)-2,3-dihydroindole-1-carboxylate trifluoroacetate